NC=1C(N(C=CC1)C1=NC=CC(=C1)C1CC(C1)OCC1=CC=CC=C1)=O 3-Amino-4'-(3-(benzyloxy)cyclobutyl)-2H-[1,2'-bipyridin]-2-one